O1C(OCC1)C1=C(C=C(C=C1)CC(=O)OCC)OCC1=CC=C(C=C1)OC ethyl 2-[4-(1,3-dioxolan-2-yl)-3-[(4-methoxyphenyl)methoxy] phenyl]acetate